ClC=1C(=NC(=NC1)NC1=CC=C(C=C1)S(=O)(=O)N(C)C)NC1=C(C=CC=C1)P(=O)(C)C 4-((5-chloro-4-((2-(bisMethylphosphoryl)phenyl)amino)pyrimidin-2-yl)amino)-N,N-dimethylbenzenesulfonamide